O=C1NC(CNC1N1C(C2=CC=C(C=C2C1=O)N1CCN(CC1)CCOCCOCCOC1=CC=C(C=C1)OC1=C(C=CC2=CC(=CC=C12)O)C1=CC=C(C=C1)S(=O)(=O)C)=O)=O 2-(2,6-dioxopiperazin-3-yl)-5-(4-(2-(2-(2-(4-((6-hydroxyl-2-(4-(Methanesulfonyl)phenyl)naphthalene-1-yl)oxy)phenoxy)ethoxy)ethoxy)ethyl)piperazin-1-yl)isoindoline-1,3-dione